IC1=CC=C(C=C1)CN (4-iodophenyl)methanamine